FC=1C(=NC(=NC1)N[C@@H]1CC[C@H](CC1)NC(C)=O)C1=CC(=CC=C1)N1C(C=CC=C1)=O trans-N-[4-[[5-fluoro-4-[3-(2-oxo-1-pyridyl)phenyl]pyrimidin-2-yl]amino]cyclohexyl]acetamide